C(CCCCCCC\C=C/C\C=C/CCCCC)(=O)OCC(COC(=O)OCCC1CCN(CC1)C)COC(\C=C(\CCCCCCCC)/CCCCC)=O 3-(((2-(1-methylpiperidin-4-yl)ethoxy)carbonyl)oxy)-2-((((E)-3-pentylundec-2-enoyl)oxy)methyl)propyl (9Z,12Z)-octadeca-9,12-dienoate